CN1C=CC=2C(=CC=CC12)C=O 1-methyl-1H-indole-4-carbaldehyde